(S)-2-((7-amino-2-(furan-2-yl)-[1,2,4]triazolo[1,5-a][1,3,5]triazin-5-yl)amino)-1-(4-methylpiperazin-1-yl)-3-phenylpropan-1-one NC1=NC(=NC=2N1N=C(N2)C=2OC=CC2)N[C@H](C(=O)N2CCN(CC2)C)CC2=CC=CC=C2